(3-{[(ethylimino)methylidene]amino}propyl)dimethylamine hydrochloride Cl.C(C)N=C=NCCCN(C)C